tert-butyl 4-(4-(chlorosulfonyl)-1-(1-(4-methoxybenzyl)-2,6-dioxopiperidin-3-yl)-3-methyl-2-oxo-2,3-dihydro-1H-benzo[d]imidazol-5-yl)piperidine-1-carboxylate ClS(=O)(=O)C1=C(C=CC=2N(C(N(C21)C)=O)C2C(N(C(CC2)=O)CC2=CC=C(C=C2)OC)=O)C2CCN(CC2)C(=O)OC(C)(C)C